N1C2=C(CCCC1=O)C=NC=C2 1H,2H,3H,4H,5H-pyrido[4,3-b]azepin-2-one